5-amino-4-(methylthio)-2-phenylthieno[2,3-d]pyrimidine-6-carboxylic acid ethyl ester C(C)OC(=O)C1=C(C2=C(N=C(N=C2SC)C2=CC=CC=C2)S1)N